4-(2-((1s,6s)-6-aminocyclohex-3-en-1-yl)-5-chloro-7-((thiophen-2-ylmethyl)amino)thieno[3,2-b]pyridin-3-yl)but-3-yn-1-ol trifluoroacetate FC(C(=O)O)(F)F.N[C@H]1CC=CC[C@@H]1C1=C(C2=NC(=CC(=C2S1)NCC=1SC=CC1)Cl)C#CCCO